3-(1H-tetrazole-5-yl)pyrazolo[5,1-c][1,2,4]Triazine-7-amine N1N=NN=C1C1=CN2C(N=N1)=CC(=N2)N